Cl.FC(C=1C=NN(C1)C1(CNC1)CC#N)(F)F 2-(3-(4-(trifluoromethyl)-1H-pyrazol-1-yl)azetidin-3-yl)acetonitrile hydrochloride